5-(thieno[3,2-c]pyridin-2-yl)-N-(2,2,2-trifluoroethyl)-7H-pyrrolo[2,3-d]pyrimidin-2-amine S1C(=CC=2C=NC=CC21)C2=CNC=1N=C(N=CC12)NCC(F)(F)F